(R)-6-(4-(4-acryloyl-1-(methylsulfonyl)piperazin-2-yl)-6-chloropyridin-2-yl)-2-methoxy-N-methylpyrimidine-4-carboxamide C(C=C)(=O)N1C[C@H](N(CC1)S(=O)(=O)C)C1=CC(=NC(=C1)Cl)C1=CC(=NC(=N1)OC)C(=O)NC